(2,2,2-trifluoroethyl) (1-fluorovinyl) disulfide FC(=C)SSCC(F)(F)F